4-butyl-1-octene C(CCC)C(CC=C)CCCC